C(C)N(C(C=C)=O)C1=CC(=CC=C1)C1=NC(=CC(=C1)CN1CCOCC1)NC=1SC(=CN1)C N-ethyl-N-(3-(6-(5-methylthiazol-2-ylamino)-4-(morpholinomethyl)pyridin-2-yl)phenyl)acrylamide